(1r,3R,5'S,7a'R)-5'-(3,5-difluorophenyl)-3-hydroxytetrahydro-3'H-spiro[cyclobutane-1,2'-pyrrolo[2,1-b]oxazol]-3'-one FC=1C=C(C=C(C1)F)[C@@H]1CC[C@H]2OC3(C(N21)=O)CC(C3)O